[3He] The molecule is the stable isotope of helium with relative atomic mass 3.016029. The least abundant (0.000137 atom percent) isotope of naturally occurring helium. It contains a helion.